isobutylcyclohexane-1,2-dicarboxylic acid, calcium salt [Ca+2].C(C(C)C)C1(C(CCCC1)C(=O)[O-])C(=O)[O-]